1-(2,3-dihydrobenzofuran-5-yl)ethan-1-one O1CCC2=C1C=CC(=C2)C(C)=O